(6-Chloropyrimidin-4-yl)-N-nonylpiperidin-4-amine ClC1=CC(=NC=N1)N1CCC(CC1)NCCCCCCCCC